CC(CCCCCOC(C(C=O)C1=CC(C(C=C1)=C1NC(=NC(=N1)C1=CC=C(C=C1)C1=CC=CC=C1)C1=CC=C(C=C1)C1=CC=CC=C1)=O)=O)C 2-[4-[4,6-bis(4-phenylphenyl)-1H-1,3,5-triazin-2-ylidene]-3-oxocyclohexa-1,5-dien-1-yl]oxopropanoic acid 6-methylheptyl ester